C(C(=C)C)(=O)SC(CSC=1SC(=NN1)SCCCCCC)CC 2-methacryloylthio-n-butylthio-5-n-hexylthio-1,3,4-thiadiazole